ClCC=1C=CC(=NC1)OC[2H] 5-(chloromethyl)-2-(methoxy-d)pyridine